NC=1C2=C(N=CN1)N(C(=C2C2=CC(=C(C=C2)OC2=NC(=CC=C2)C)F)C2=C(C=C(C=N2)NC(C(=C)C)=O)F)C N-(6-(4-amino-5-(3-fluoro-4-((6-methylpyridin-2-yl)oxy)phenyl)-7-methyl-7H-pyrrolo[2,3-d]pyrimidin-6-yl)-5-fluoropyridin-3-yl)methacrylamide